BrC=1C=CC=C2C(OC(C12)=O)([2H])[2H] 7-bromo-3,3-dideuterio-isobenzofuran-1-one